2,4,6-trichlorophenyl-acetone tert-butyl-(3R)-3-[[2-fluoro-4-(1-methyltriazol-4-yl)benzoyl]-[2-(4-pyridyl)thieno[3,2-c]pyridin-4-yl]amino]piperidine-1-carboxylate C(C)(C)(C)OC(=O)N1C[C@@H](CCC1)N(C1=NC=CC2=C1C=C(S2)C2=CC=NC=C2)C(C2=C(C=C(C=C2)C=2N=NN(C2)C)F)=O.ClC2=C(C(=CC(=C2)Cl)Cl)CC(C)=O